(S)-N-((5-(imidazo[1,2-a]pyridin-7-yl)-6-methyl-2,3-dihydro-1H-inden-4-yl)carbamoyl)-6-methoxy-6,7-dihydro-5H-pyrazolo[5,1-b][1,3]oxazine-3-sulfonamide N=1C=CN2C1C=C(C=C2)C=2C(=C1CCCC1=CC2C)NC(=O)NS(=O)(=O)C=2C=NN1C2OC[C@H](C1)OC